N-(5-(cyclobutanecarbonyl)-6-((2-fluoro-[1,1'-biphenyl]-3-yl)methyl)-5-azaspiro[2.4]heptan-7-yl)-1-fluoromethanesulfonamide C1(CCC1)C(=O)N1CC2(CC2)C(C1CC=1C(=C(C=CC1)C1=CC=CC=C1)F)NS(=O)(=O)CF